ClC=1C(=NC=CC1)[C@H](C(F)(F)F)N[S@@](=O)C(C)(C)C (S)-N-((R)-1-(3-chloropyridin-2-yl)-2,2,2-trifluoroethyl)-2-methylpropane-2-sulfinamide